F[Ge](=O)[O-] Fluorogermanat